N-(5-((4-(2,6-dioxopiperidin-3-yl)-phenyl)amino)-5-oxopentyl)-9-(4-(2-morpholinothiazol-4-yl)phenoxy)-nonanamide O=C1NC(CCC1C1=CC=C(C=C1)NC(CCCCNC(CCCCCCCCOC1=CC=C(C=C1)C=1N=C(SC1)N1CCOCC1)=O)=O)=O